O=C1N2C(CCC2CNCC1NC(=O)OC(C)(C)C)C1=CC=CC=C1 2-oxo-3-((tert-butoxycarbonyl)amino)-10-phenyl-1,5-diazabicyclo[5.3.0]decane